N-stearylglycine C(CCCCCCCCCCCCCCCCC)NCC(=O)O